N-{4-methoxy-6-[(1H-pyrazol-1-yl)methyl]-1,2-benzoxazol-3-yl}-3-(trifluoromethyl)benzene-1-sulfonamide COC1=CC(=CC2=C1C(=NO2)NS(=O)(=O)C2=CC(=CC=C2)C(F)(F)F)CN2N=CC=C2